OC(C(=O)C1=CC=CC=C1)(C)C 2-hydroxy-2-methyl-1-phenyl-propan-1-on